5-methoxy-N-ethyl-N-propyltryptamine CCCN(CC)CCC1=CNC2=C1C=C(C=C2)OC